5-(benzyloxy)-N-(4-(hydroxymethyl)tetrahydro-2H-pyran-4-yl)-2-methylbenzofuran-3-carboxamide C(C1=CC=CC=C1)OC=1C=CC2=C(C(=C(O2)C)C(=O)NC2(CCOCC2)CO)C1